2-chloro-4-((4-(1-isopropyl-4-(trifluoromethyl)-1H-imidazol-2-yl)benzyl)oxy)-5-methoxyquinazoline ClC1=NC2=CC=CC(=C2C(=N1)OCC1=CC=C(C=C1)C=1N(C=C(N1)C(F)(F)F)C(C)C)OC